6-iodo-1H-inden-5-amine IC1=C(C=C2C=CCC2=C1)N